C(C)(C)(C)C1=CC=C(C=C1)C1OC2=CC(=NC(NS(C=3C=CC=C(C(NCC1)=O)C3)(=O)=O)=N2)C2=C(C=CC=C2C)C 10-(4-tert-butylphenyl)-6-(2,6-dimethylphenyl)-2,2-dioxo-9-oxa-2λ6-thia-3,5,13,20-tetrazatricyclo[13.3.1.14,8]icosa-1(19),4(20),5,7,15,17-hexaen-14-one